3,6,9-trimethyl-3,6,9-tris(n-propyl)-1,2,4,5,7,8-hexaoxacyclononane CC1(OOC(OOC(OO1)(CCC)C)(CCC)C)CCC